9',9''''-(4-(3-(2,6-diphenylpyrimidin-4-yl)phenyl)pyridine-2,6-diyl)bis(9'H-9,3':6',9''-tercarbazole) C1(=CC=CC=C1)C1=NC(=CC(=N1)C=1C=C(C=CC1)C1=CC(=NC(=C1)N1C2=CC=C(C=C2C=2C=C(C=CC12)N1C2=CC=CC=C2C=2C=CC=CC12)N1C2=CC=CC=C2C=2C=CC=CC12)N1C2=CC=C(C=C2C=2C=C(C=CC12)N1C2=CC=CC=C2C=2C=CC=CC12)N1C2=CC=CC=C2C=2C=CC=CC12)C1=CC=CC=C1